4-(4-Amino-7-((2R,3R,4S,5S)-3,4-dihydroxy-5-((((1-methyl-4-phenyl-1H-imidazol-5-yl)methyl)thio)methyl)tetrahydrofuran-2-yl)-7H-pyrrolo[2,3-d]pyrimidin-5-yl)benzonitrile NC=1C2=C(N=CN1)N(C=C2C2=CC=C(C#N)C=C2)[C@@H]2O[C@@H]([C@H]([C@H]2O)O)CSCC2=C(N=CN2C)C2=CC=CC=C2